(R)-N-((4-(3-hydroxypyrrolidin-1-yl)-1-(4-(trifluoromethoxy)phenyl)-1H-pyrazolo[3,4-b]pyridin-3-yl)methyl)acrylamide O[C@H]1CN(CC1)C1=C2C(=NC=C1)N(N=C2CNC(C=C)=O)C2=CC=C(C=C2)OC(F)(F)F